methyl 1-[[4-[5-(trifluoromethyl)-1,2,4-oxadiazol-3-yl]phenyl]methyl]-1H-pyrazole-4-carboxylate FC(C1=NC(=NO1)C1=CC=C(C=C1)CN1N=CC(=C1)C(=O)OC)(F)F